N-{4-[7-chloro-3-(pyridin-2-yl)-1-{[2-(triethylsilyl)ethoxy]ethyl}-1H-pyrrolo[3,2-b]pyridin-2-yl]pyridin-2-yl}acetamide ClC1=C2C(=NC=C1)C(=C(N2CCOCC[Si](CC)(CC)CC)C2=CC(=NC=C2)NC(C)=O)C2=NC=CC=C2